CN1CCNCCC1 1-methyl-1,4-diazepan